1-(4-(5-(2-chlorophenyl)-7,7a-dihydro-4aH-pyrrolo[2,3-d]pyrimidin-4-yl)piperazin-1-yl)prop-2-en-1-one ClC1=C(C=CC=C1)C1=CNC2N=CN=C(C21)N2CCN(CC2)C(C=C)=O